5-[1-(3,4-dimethylpyrimidino[4',5':4,5]thieno[2,3-c]pyridazin-8-yl)azetidin-3-yl]oxypyridine-2-carbonitrile CC1=C(C2=C(N=N1)SC1=C2N=CN=C1N1CC(C1)OC=1C=CC(=NC1)C#N)C